C(C)C1=CC=C(C=C1)C=CC(=O)C1=C(C=CC=C1)O 3-(4-Ethylphenyl)-1-(2-hydroxyphenyl)prop-2-en-1-one